C1(=CC=CC=C1)S(=O)(=O)/C=C/CNC(=O)C=1C(NC=2CCNCC2C1)=O N-[(2E)-3-(benzenesulfonyl)prop-2-en-1-yl]-2-oxo-1,2,5,6,7,8-hexahydro-1,6-naphthyridine-3-carboxamide